ClC=1C=C(C=C(C1)NS(=O)(=O)C)NC(=O)C=1SC(=C(C1)C1=C(C=C(C=C1F)F)F)C N-(3-chloro-5-(methylsulfonamido)phenyl)-5-methyl-4-(2,4,6-trifluorophenyl)thiophene-2-carboxamide